(3R)-N-[5-(2-chloro-6-methyl-4-pyridinyl)-4-(3-cyanophenyl)thiazol-2-yl]-3-(hydroxymethyl)piperazine-1-carboxamide ClC1=NC(=CC(=C1)C1=C(N=C(S1)NC(=O)N1C[C@@H](NCC1)CO)C1=CC(=CC=C1)C#N)C